2-(3-chloro-2-methylphenyl)-6,7-dihydro[1,3]thiazolo[5,4-c]pyridine-5(4H)-carboxylic acid tert-butyl ester C(C)(C)(C)OC(=O)N1CC2=C(CC1)N=C(S2)C2=C(C(=CC=C2)Cl)C